COC(=O)C1CCN(CC1)CC1=NC=C(N=C1OC)C1=C(C(=CC=C1)Br)Cl 1-((5-(3-bromo-2-chlorophenyl)-3-methoxypyrazin-2-yl)methyl)piperidine-4-carboxylic acid methyl ester